CC(C(CCC)=O)C dimethyl-pentanone